N1C(CC1)C#CC=1C(=C(C(=CC1)O)N1CC(NS1(=O)=O)=O)F 5-(3-(azetidin-2-ylethynyl)-2-fluoro-6-hydroxyphenyl)-1,2,5-thiadiazolidin-3-one 1,1-dioxide